N1SSC(=C1)C(=O)[O-] azadithiolate